(6-chlorobenzothiazol-2-yl)-1,3-dimethylimidazolidin-2-one ClC1=CC2=C(N=C(S2)C2N(C(N(C2)C)=O)C)C=C1